rac-(R)-2-methyl-N-((R)-2-((1R,2S)-2-phenylcyclopropyl)-1-(4,4,5,5-tetramethyl-1,3,2-dioxaborolan-2-yl)ethyl)propane-2-sulfinamide CC(C)(C)[S@@](=O)N[C@@H](C[C@@H]1[C@H](C1)C1=CC=CC=C1)B1OC(C(O1)(C)C)(C)C |&1:4|